6-(3-isopropyl-5-(piperidin-4-yloxy)-1H-pyrrolo[3,2-b]pyridin-2-yl)-8-methoxy-[1,2,4]triazolo[1,5-a]pyridine C(C)(C)C1=C(NC=2C1=NC(=CC2)OC2CCNCC2)C=2C=C(C=1N(C2)N=CN1)OC